C(C)(C)C1=C(C(=CC=C1)C(C)C)NC(=O)C1=NN2C(OCCC2)=C1S(=O)(N)=N ((2,6-diisopropylphenyl)carbamoyl)-6,7-dihydro-5H-pyrazolo[5,1-b][1,3]oxazine-3-sulfonimidamide